1-chloro-2,5-dimethoxybenzene ClC1=C(C=CC(=C1)OC)OC